ClC1=CC2=C(C=N1)C(=NN2C=2C(=CC1=C(OCCN1)C2)OC)C(=O)NCCN(CC(=O)OCCC)C Propyl N-(2-(6-chloro-1-(6-methoxy-3,4-dihydro-2H-benzo[b][1,4]oxazin-7-yl)-1H-pyrazolo[4,3-c]pyridine-3-carboxamido)ethyl)-N-methylglycinate